ClC1=NC(=C(C=2N=C(N=C(C21)O)SC)F)Cl 5,7-dichloro-8-fluoro-2-(methylsulfanyl)pyrido[4,3-d]pyrimidin-4-ol